[Li+].C(#N)C=1C=CC(=C(C1)C1=NN=C(O1)C(=O)[O-])C1CC1 5-(5-Cyano-2-cyclopropylphenyl)-1,3,4-oxadiazole-2-carboxylic acid lithium salt